COC(=O)C=1SC(=CC1NC(C1=C(C=C(C=C1)C(F)(F)F)SCC)=O)C(C(F)(F)F)(F)F N-[2-methoxycarbonyl-5-(pentafluoroethyl)thiophen-3-yl]-2-(ethylthio)-4-(trifluoromethyl)benzamide